ClC1=C(C=CC(=C1)OC(F)(F)F)O 2-chloro-4-(tri-fluoromethoxy)-phenol